6-(Bromomethyl)-4-(trifluoromethyl)pyridazine-3(2H)-one BrCC=1C=C(C(NN1)=O)C(F)(F)F